NC1=CC(=C(OC=2C=C(OCCOC3CCN(CC3)C(=O)OC(C)(C)C)C=CC2)C=C1)C=1C2=C(C(N(C1)C)=O)NC=C2 tert-butyl 4-[2-[3-[4-amino-2-(6-methyl-7-oxo-1H-pyrrolo[2,3-c]pyridin-4-yl)phenoxy]phenoxy]ethoxy]piperidine-1-carboxylate